C(C)C=1C(=C(C=CC1)O)N ETHYL-AMINO-PHENOL